ClC1=NC=C2C=C(C=NC2=C1)C=1C=NC(=CC1C)C1=NN(CC1)CC1=CC=C(C=C1)OC 7-chloro-3-(6-(1-(4-methoxybenzyl)-4,5-dihydro-1H-pyrazol-3-yl)-4-methylpyridin-3-yl)-1,6-naphthyridine